FC=1C=C(C=CC1C1=NOC(=N1)C(F)(F)F)COC1=NN=NC2=C1C=CC=C2 4-({3-fluoro-4-[5-(trifluoromethyl)-1,2,4-oxadiazol-3-yl]phenyl}methoxy)-1,2,3-benzotriazine